OC1(CC1)C1=NNC(=N1)C1CC2(CN(C2)C(=O)N2CC(C2)C2=NC=C(C=C2)C2(CC2)C(F)(F)F)C1 [6-[3-(1-hydroxycyclopropyl)-1H-1,2,4-triazol-5-yl]-2-azaspiro[3.3]heptan-2-yl]-[3-[5-[1-(trifluoromethyl)cyclopropyl]-2-pyridyl]azetidin-1-yl]methanone